(difluoro(2-(((3S,6S,9aS)-5-oxo-3-(7-(pyridin-3-yl)-4,7-diazaspiro[2.5]octane-4-carbonyl)octa-hydro-1H-pyrrolo[1,2-a]azepin-6-yl)carbamoyl)benzo[b]thiophen-5-yl)methyl)phosphonic acid FC(C1=CC2=C(SC(=C2)C(N[C@H]2CCC[C@@H]3N(C2=O)[C@@H](CC3)C(=O)N3C2(CC2)CN(CC3)C=3C=NC=CC3)=O)C=C1)(F)P(O)(O)=O